C[C@@H]1C[C@@H](CN(C1)C(CN1CCN(CC1)C)=O)C1=C2C=CC=NC2=C(C=C1)C#N 5-{(3R,5R)-5-methyl-1-[2-(4-methyl-piperazin-1-yl)-acetyl]-piperidin-3-yl}-quinoline-8-carbonitrile